4-(1,2-epoxyethyl)benzoic acid C1(CO1)C1=CC=C(C(=O)O)C=C1